N1N=CC(=C1)C1CN(CCO1)C1=NC(=NC=C1)C1=CN=C2N1C=C(N=C2)C(F)(F)F 2-(1H-Pyrazol-4-yl)-4-(2-(6-(trifluoromethyl)imidazo[1,2-a]pyrazin-3-yl)pyrimidin-4-yl)morpholine